OCC(C1=CC=CC=C1)NC(=O)C1=CN(C=C1)C1=CC(=NC=C1C)NC1=CC=CC=C1 N-(2-hydroxy-1-phenylethyl)-1-(5-methyl-2-(phenyl-amino)pyridin-4-yl)-1H-pyrrole-3-carboxamide